C(#N)C[C@@H]1N(CCN(C1)C=1C2=C(N=C(N1)Cl)C(=C(N=C2)Cl)F)C(=O)OCC2=CC=CC=C2 Benzyl (S)-2-(cyanomethyl)-4-(2,7-dichloro-8-fluoropyrido[4,3-d]pyrimidin-4-yl)piperazine-1-carboxylate